5-{3-[(S)-(1-tert-Butoxycarbonyl-3-methyl-azetidin-3-yl)-hydroxy-(4-trifluoromethoxy-phenyl)-methyl]-phenyl}-[1,2,4]oxadiazole-3-carboxylic acid C(C)(C)(C)OC(=O)N1CC(C1)(C)[C@@](C=1C=C(C=CC1)C1=NC(=NO1)C(=O)O)(C1=CC=C(C=C1)OC(F)(F)F)O